5-(hydroxymethyl)-2-pyrrolidone p-toluenesulfonate CC1=CC=C(C=C1)S(=O)(=O)O.OCC1CCC(N1)=O